[Cl-].S(=O)(=O)(O)C(CC)C=1NC=C[N+]1C=C 1-sulfopropyl-3-vinylimidazolium chloride